N-[3-[5-chloro-2-(difluoromethoxy)phenyl]-1H-pyrazol-4-yl]pyrazolo[1,5-a]pyrimidine-3-carboxamide ClC=1C=CC(=C(C1)C1=NNC=C1NC(=O)C=1C=NN2C1N=CC=C2)OC(F)F